(1-methyl-3-(4-(2-(trifluoromethyl)phenyl)piperidine-1-carbonyl)-1,4,6,7-tetrahydro-5H-pyrazolo[4,3-c]pyridin-5-yl)ethanone CN1N=C(C=2CN(CCC21)C(C)=O)C(=O)N2CCC(CC2)C2=C(C=CC=C2)C(F)(F)F